FC1=C(N=CC2=C1N=C(N=C2N2C[C@@H]1CC[C@H](C2)C1C(=O)OCC(F)(F)F)OCC12CCCN2CCC1)C1=CC=CC2=CC=CC(=C12)F 2,2,2-trifluoroethyl (1R,5S,8r)-3-(8-fluoro-7-(8-fluoronaphthalen-1-yl)-2-((tetrahydro-1H-pyrrolizin-7a-yl)methoxy)pyrido[4,3-d]pyrimidin-4-yl)-3-azabicyclo[3.2.1]octane-8-carboxylate